N1=CNC2=NC=CC(=C21)C=2C=NN(C2)C2=CC=C(C=N2)C(C(CO)(C)C)C(F)(F)F 3-(6-(4-(3H-imidazo[4,5-b]pyridin-7-yl)-1H-pyrazol-1-yl)pyridin-3-yl)-4,4,4-trifluoro-2,2-dimethylbutan-1-ol